(3-methyl-5-tertiary butyl-4-hydroxyphenyl)propionic acid CC=1C=C(C=C(C1O)C(C)(C)C)C(C(=O)O)C